The molecule is an acyl monophosphate in which the acyl group is specified as hexadecanoyl (palmitoyl). It derives from a hexadecanoic acid. It is a conjugate acid of a hexadecanoyl phosphate(2-). CCCCCCCCCCCCCCCC(=O)OP(=O)(O)O